ClC=1C(=CC(=C(C1)S(=O)(=O)NC=1SC=CN1)F)NCC=1C=CC=C2C=CN=CC12 5-chloro-2-fluoro-4-(isoquinolin-8-ylmethyl-amino)-N-(thiazol-2-yl)benzenesulfonamide